BrC(C(C)=O)C1=CC=C(C=C1)F 1-bromo-1-(4-fluorophenyl)propan-2-one